3-(4-(((1r,4r)-4-(isopropylamino)cyclohexyl)(pentyl)amino)-1-oxoisoindolin-2-yl)piperidine-2,6-dione C(C)(C)NC1CCC(CC1)N(C1=C2CN(C(C2=CC=C1)=O)C1C(NC(CC1)=O)=O)CCCCC